NC1=CC(=C(C(=N1)C1=C(C=C2C(=NC(=NC2=C1F)N1CC(C1)(C)N(C)C)N(C)[C@H](C)C=1C(=NC=CC1)N)Cl)C(F)(F)F)C (R)-7-(6-amino-4-methyl-3-(trifluoromethyl)pyridin-2-yl)-N-((R)-1-(2-aminopyridin-3-yl)ethyl)-6-chloro-2-(3-(dimethylamino)-3-methylazetidin-1-yl)-8-fluoro-N-methylquinazolin-4-amine